C(C)C1=NC=NN1CC1=CC=C(C=C1)C=C 5-ethyl-1-(4-vinylbenzyl)-1H-1,2,4-triazole